5-(3-(4-(2,3-dimethylphenyl)piperazin-1-yl)propionyl)-N,N-dimethylindoline-1-carboxamide CC1=C(C=CC=C1C)N1CCN(CC1)CCC(=O)C=1C=C2CCN(C2=CC1)C(=O)N(C)C